C(CCCCCCCC)NCCCCCCCCCN N-nonylnonane-1,9-diamine